C(C=C)C=1C2=CN(N=C2C=C(C1NC1=NC(N(C(N1CC1=C(C=C(C(=C1)F)F)F)=O)C=1C2=C(C=NC1)C=CN2CCC=C)=O)Cl)CCOC 6-((4-allyl-6-chloro-2-(2-methoxyethyl)-2H-indazol-5-yl)amino)-3-(1-(but-3-en-1-yl)-1H-pyrrolo[3,2-c]pyridin-7-yl)-1-(2,4,5-trifluorobenzyl)-1,3,5-triazine-2,4(1H,3H)-dione